C(C(C)(C)C)Cl neo-pentyl chloride